3-Bromo-5-fluoro-2-methylpyridine BrC=1C(=NC=C(C1)F)C